tungsten-rhenium oxide [Re]=O.[W]